N-((3S,4R)-4-((6-(2,6-dichloro-3,5-dimethoxyphenyl)-8-((tetrahydrofuran-3-yl)amino)pyrido[3,4-d]pyrimidin-2-yl)amino)-1-methylpyrrolidin-3-yl)acrylamide ClC1=C(C(=C(C=C1OC)OC)Cl)C1=CC2=C(N=C(N=C2)N[C@H]2[C@H](CN(C2)C)NC(C=C)=O)C(=N1)NC1COCC1